C(C)(C)(C)OC(=O)N1CCC2(CCOC2)CC1 2-Oxa-8-azaspiro[4.5]decane-8-carboxylic acid tert-butyl ester